4-(3-methylmorpholin-4-yl)-1H-pyridin-2-one CC1N(CCOC1)C1=CC(NC=C1)=O